OC(CN(CCCC(=O)OCCN1CCN(CC1)CCSSCCCN(CC(CCCCC(=O)OCCC(C)C)O)CC(CCCCC(=O)OCCC(C)C)O)CC(CCCCC(OC(C)C)=O)O)CCCCC(=O)OC(C)C Diisopentyl 7,7'-((3-((2-(4-(2-((4-(bis(2-hydroxy-7-isopropoxy-7-oxoheptyl)amino)butanoyl)oxy)ethyl)piperazin-1-yl)ethyl)disulfaneyl)propyl)-azanediyl)bis(6-hydroxyheptanoate)